C[C@H]1CN(C[C@@H](N1)C)C1=NC=C(C(=N1)N1CC(C1)C(=O)NC(C)(C)C1=CN=C2N1C=CC=C2)OC 1-{2-[(3s,5s)-3,5-dimethylpiperazin-1-yl]-5-methoxypyrimidin-4-yl}-N-(2-{imidazo[1,2-a]pyridin-3-yl}propan-2-yl)azetidine-3-carboxamide